[Si](C1=CC=CC=C1)(C1=CC=CC=C1)(C(C)(C)C)OCCC(C(=O)O)=C 4-((tert-butyldiphenylsilyl)oxy)-2-methylenebutanoic acid